2-(TERT-BUTYLAMINO)-4-((1R,3R,4R)-3-HYDROXY-4-METHYlCYCLOHEXYLAMINO)-PYRIMIDIN-5-CARBOXAMID C(C)(C)(C)NC1=NC=C(C(=N1)N[C@H]1C[C@H]([C@@H](CC1)C)O)C(=O)N